ClC=1C=C(C=CC1)C1=C(NC=2C1=NC=CC2)C2=C(C=NC=C2)O[C@H]2CN(CC2)S(=O)(=O)C=C |r| 3-(3-chlorophenyl)-2-(3-{[(3RS)-1-(ethenesulfonyl)pyrrolidin-3-yl]oxy}pyridin-4-yl)-1H-pyrrolo[3,2-b]pyridine